6-((1S,3S)-3-hydroxycyclobutyl)-2-methyl-4-(((R)-1-(2-methyl-3-(trifluoromethyl)phenyl)prop-2-yn-1-yl)amino)pyrido[4,3-d]pyrimidin-7(6H)-one OC1CC(C1)N1C=C2C(N=C(N=C2N[C@H](C#C)C2=C(C(=CC=C2)C(F)(F)F)C)C)=CC1=O